FC1=CC(=C2C(N(C(C2=C1)=O)CC1=CC=C(C=C1)OC)(C)C)COCOCC[Si](C)(C)C 6-fluoro-2-[(4-methoxyphenyl)methyl]-3,3-dimethyl-4-({[2-(trimethylsilyl)ethoxy]methoxy}methyl)-2,3-dihydro-1H-isoindol-1-one